tri-tert-butyl (6R,13S,17S)-2,2-dimethyl-4,7,15-trioxo-6-((tritylthio)methyl)-3-oxa-5,8,14,16-tetraazanonadecane-13,17,19-tricarboxylate CC(C)(OC(N[C@H](C(NCCCC[C@H](NC(N[C@@H](CCC(=O)OC(C)(C)C)C(=O)OC(C)(C)C)=O)C(=O)OC(C)(C)C)=O)CSC(C1=CC=CC=C1)(C1=CC=CC=C1)C1=CC=CC=C1)=O)C